(S)-2-(3,5-difluorophenyl)-2-hydroxy-N-(3-methyl-4-(6-(methyl-amino)pyridin-3-yl)phenyl)acetamide FC=1C=C(C=C(C1)F)[C@@H](C(=O)NC1=CC(=C(C=C1)C=1C=NC(=CC1)NC)C)O